[S-]CC.C(CCC)[N+](CCCC)(CCCC)CCCC tetrabutylammonium thioethoxide